O=C(C(=O)O)C 2-oxopropanoic acid